ClC1=NC(=C(C(=N1)N)NC1CCC1)Cl 2,6-dichloro-N5-cyclobutylpyrimidine-4,5-diamine